COCCC1=CC=C2C(CCCN12)=O 3-methoxyethyl-5,6,7,8-tetrahydro-8-indolizinone